O=C1NC(CCC1N1C(C2=CC=C(C=C2C1=O)CN1CCC(=CC1)C=1SC=CC1C)=O)=O 2-(2,6-dioxopiperidin-3-yl)-5-((4-(3-methylthiophen-2-yl)-3,6-dihydropyridine-1(2H)-yl)methyl)isoindoline-1,3-dione